C(=O)OCCC\C=C/CC (Z)-3-hexenylmethyl formate